C(OC1COC(C1)C=1C=NC(=NC1)N)(OC1=CC=C(C=C1)[N+](=O)[O-])=O 5-(2-aminopyrimidin-5-yl)oxolan-3-yl 4-nitrophenyl carbonate